FC=1C=C(C(=NC1)O)C=1N=C(C=2OCCNC2N1)NCCC1=CNC2=CC(=CC=C12)F 5-fluoro-3-(4-((2-(6-fluoro-1H-indol-3-yl)ethyl)amino)-7,8-dihydro-6H-pyrimido[5,4-b][1,4]oxazin-2-yl)pyridin-2-ol